2,N2,N7-triphenyldibenzo[b,d]thiophene-2,7-diamine C1(=CC=CC=C1)C1(CC2=C(SC3=C2C=CC(=C3)NC3=CC=CC=C3)C=C1)NC1=CC=CC=C1